chloro-4-(3,6-dihydro-2H-thiopyran-4-yl)-1,3-dimethyl-1,3-dihydro-2H-imidazo[4,5-c]pyridin-2-one ClC1=CC2=C(C(=N1)C=1CCSCC1)N(C(N2C)=O)C